4-(3,5-bis(trifluoromethyl)phenyl)-4-(3,4-dimethoxyphenyl)-3-(methoxycarbonyl)but-3-enoic acid FC(C=1C=C(C=C(C1)C(F)(F)F)C(=C(CC(=O)O)C(=O)OC)C1=CC(=C(C=C1)OC)OC)(F)F